N1[C@@H](CCC1)C(=O)[O-].C(CCC)[P+](CCCC)(CCCC)CCCC tetrabutylphosphonium prolinate